(E)-3-fluoro-2-(((2-(4-methoxypiperidin-1-yl)pyrimidin-5-yl)oxy)methyl)prop-2-en-1-amine 4-methylbenzenesulfonate CC1=CC=C(C=C1)S(=O)(=O)O.F/C=C(\CN)/COC=1C=NC(=NC1)N1CCC(CC1)OC